tert-butyl (3-((6,7-dimethoxy-4-oxo-3,4-dihydrophthalazin-1-yl)methyl)phenyl)carbamate COC=1C=C2C(NN=C(C2=CC1OC)CC=1C=C(C=CC1)NC(OC(C)(C)C)=O)=O